8-bromo-1-isopropyl-1H-imidazo[4,5-c]cinnolin-2(3H)-one BrC1=CC=2C3=C(N=NC2C=C1)NC(N3C(C)C)=O